C(#N)C(C(=O)O)=CC1=CC=C(C=C1)OC 2-cyano-3-(4-methoxyphenyl)acrylic acid